trihexyl(dodecyl)phosphonium C(CCCCC)[P+](CCCCCCCCCCCC)(CCCCCC)CCCCCC